((6'r,7a'r)-6'-fluorodihydro-1'h,3'h-spiro[cyclopropane-1,2'-pyrrolizine]-7a'(5'h)-yl)methanol F[C@H]1CN2CC3(C[C@@]2(C1)CO)CC3